N-(4-(4-(1-methyl-1H-1,2,4-triazol-3-yl)piperazin-1-yl)phenyl)-4-((8-methyl-2,3-dihydro-1H-pyrido[2,3-b][1,4]oxazin-7-yl)amino)-2-oxo-1,2-dihydropyridine-3-carboxamide CN1N=C(N=C1)N1CCN(CC1)C1=CC=C(C=C1)NC(=O)C=1C(NC=CC1NC1=C(C2=C(OCCN2)N=C1)C)=O